N-(2-iodophenyl)-2-propenamide IC1=C(C=CC=C1)NC(C=C)=O